The molecule is an oligosaccharide sulfate consisting of 2-acetamido-2-deoxy-4-O-sulfo-beta-D-galactopyranose and 2-acetamido-2,4-dideoxy-beta-D-xylo-hexopyranose joined in sequence by a (1->4) glycosidic bond. It is an oligosaccharide sulfate and an amino disaccharide. It derives from a N-acetyl-beta-D-galactosamine 4-sulfate and a N-acetyl-beta-D-glucosamine. CC(=O)N[C@@H]1[C@H]([C@@H]([C@H](O[C@H]1O)CO)O[C@H]2[C@@H]([C@H]([C@H]([C@H](O2)CO)OS(=O)(=O)O)O)NC(=O)C)O